(2R,3R)-tartaric acid C(C(C(=O)O)O)(C(=O)O)O